2-(6-(6-(4-(2-(2,4-dioxotetrahydropyrimidin-1(2H)-yl)benzyl)piperazin-1-yl)pyridazin-3-yl)-1-oxoisoindolin-2-yl)-2-(5-fluoro-2-hydroxyphenyl)-N-(thiazol-2-yl)acetamide O=C1N(CCC(N1)=O)C1=C(CN2CCN(CC2)C2=CC=C(N=N2)C2=CC=C3CN(C(C3=C2)=O)C(C(=O)NC=2SC=CN2)C2=C(C=CC(=C2)F)O)C=CC=C1